2-[4-(chloromethyl)-2-fluoro-6-methoxyphenyl]-1-methyl-4-(trifluoromethyl)imidazole ClCC1=CC(=C(C(=C1)OC)C=1N(C=C(N1)C(F)(F)F)C)F